amino-fluorine NF